The molecule is a beta-hydroxyketone that is 3-hydroxycyclopentanone in which a hydrogen at position 4 is replaced by a (1E)-4-hydroxy-4-methyloct-1-en-1-yl group and a hydrogen at position 5 is replaced by a 7-methoxy-7-oxoheptyl group. It is a tertiary alcohol, a secondary alcohol, a beta-hydroxy ketone, a cyclic ketone and a methyl ester. CCCCC(C)(C/C=C/C1C(CC(=O)C1CCCCCCC(=O)OC)O)O